O-Benzyl-L-serine C1=CC=C(C=C1)COC[C@@H](C(=O)O)N